FC1=C(C(=CC=C1)F)CN1C(N(C(C2=C1SC(=C2CN(C)C)C2=CC=C(C=C2)NC(=O)NOC)=O)C=2N=NC(=CC2)OC)=O 1-[4-[1-[(2,6-difluorophenyl)methyl]-5-[(dimethylamino)methyl]-3-(6-methoxypyridazin-3-yl)-2,4-dioxothieno[2,3-d]pyrimidin-6-yl]phenyl]-3-methoxyurea